NC1=CC(=NN1)CC(=O)O 5-AMINO-1H-PYRAZOLE-3-ACETIC ACID